3-(5-(aminomethyl)pyridin-3-yl)-3-(5-(2-(5,6,7,8-tetrahydro-1,8-naphthyridin-2-yl)ethoxy)-1H-indazol-1-yl)propionic acid NCC=1C=C(C=NC1)C(CC(=O)O)N1N=CC2=CC(=CC=C12)OCCC1=NC=2NCCCC2C=C1